C(=O)(OC(C)(C)C)NCCC1=CC(=C(C=C1)O)O N-Boc-2-(3,4-dihydroxyphenyl)ethylamine